N-(3-(methylsulfonamido)phenyl)-1-(thiophene-2-carbonyl)azetidine-3-carboxamide CS(=O)(=O)NC=1C=C(C=CC1)NC(=O)C1CN(C1)C(=O)C=1SC=CC1